Cl.C(C1=CC=CC=C1)N1CC=2C(CC1)=C(N(N2)C2=NC=CC=C2)O 6-Benzyl-2-(pyridin-2-yl)-4,5,6,7-tetrahydro-2H-pyrazolo[3,4-c]pyridin-3-ol hydrochloride